CC(C(=O)NC=1C=C(C(=O)O)C=CC1)(C)C 3-(2,2-dimethylpropionylamino)benzoic acid